N-(4-(4-(2-(1,4-dioxan-2-yl)-6-methylpyrimidin-4-yl)-1H-1,2,3-triazol-1-yl)-3-(6-azaspiro[2.5]octan-6-yl)phenyl)-2-hydroxyethane-1-sulfonamide O1C(COCC1)C1=NC(=CC(=N1)C=1N=NN(C1)C1=C(C=C(C=C1)NS(=O)(=O)CCO)N1CCC2(CC2)CC1)C